methylene-6-(5-isopropyl-1-(3-(4-(propionyl)piperazinyl)propylimidazole-4-yl)methylene)piperazine-2,5-dione C=C1C(NC(C(N1)=O)=CC=1N=C(NC1C(C)C)CCCN1CCN(CC1)C(CC)=O)=O